(1r,4r)-4-(6-cyclopropoxy-5-iodo-2H-indazol-2-yl)cyclohexan-1-ol C1(CC1)OC=1C(=CC2=CN(N=C2C1)C1CCC(CC1)O)I